COC1=CC=C(COC=2C=NC3=CC=C(C=C3C2)C2=CN(C=3N=C(N=C(C32)N)NC)S(=O)(=O)C3=CC=C(C)C=C3)C=C1 5-(3-((4-methoxybenzyl)oxy)quinolin-6-yl)-N2-methyl-7-tosyl-7H-pyrrolo[2,3-d]pyrimidine-2,4-diamine